4-methylpenta-2,3-dien-1-ol CC(=C=CCO)C